L-3-phosphono-L-alanine P(=O)(O)(O)C[C@H](N)C(=O)O